1,1,2,2-tetramethylbenzene CC1(C(C=CC=C1)(C)C)C